3,6-Dichloro-7-fluorobenzo[e][1,2,4]triazine-1-oxide ClC=1N=[N+](C2=C(N1)C=C(C(=C2)F)Cl)[O-]